7,7-dimethyl-4-(2-(quinoline-3-yl)vinyl)-5,6,7,8-tetrahydro-6,8-methanoquinazolin-2-ol CC1(C2CC=3C(=NC(=NC3C1C2)O)C=CC=2C=NC1=CC=CC=C1C2)C